ClC1=C(C=2N=C(N=C(C2C=N1)O[C@H]1[C@H](N(CC1)C(=O)OC(C)(C)C)C)OC[C@]12CCCN2C[C@@H](C1)F)F tert-butyl (2R,3R)-3-((7-chloro-8-fluoro-2-(((2R,7aS)-2-fluorotetrahydro-1H-pyrrolizin-7a(5H)-yl) methoxy)pyrido[4,3-d]pyrimidin-4-yl)oxy)-2-methylpyrrolidine-1-carboxylate